ClC=1C=CC(=NC1)C1(OC2=C(O1)C=CC=C2C2[C@@H]1CN(C[C@H]21)CC2=NC1=C(N2C[C@H]2OCC2)C=C(C=C1)C(=O)O)C 2-(((1R,5S,6R)-6-(2-(5-Chloropyridin-2-yl)-2-methylbenzo[d][1,3]dioxol-4-yl)-3-azabicyclo[3.1.0]hexan-3-yl)methyl)-1-(((S)-oxetan-2-yl)methyl)-1H-benzo[d]imidazole-6-carboxylic acid